4-(2-(4-chloro-3-fluorophenoxy)acetylamino)-2-oxobicyclo[2.2.2]octane-1-carboxylic acid ethyl ester C(C)OC(=O)C12C(CC(CC1)(CC2)NC(COC2=CC(=C(C=C2)Cl)F)=O)=O